P12(=S)SP3(=S)SP(=S)(S1)SP(=S)(S2)S3 phosphorus pentasulfide